(2R)-2-[3,5-dichloro-4-[[3-(3-chloro-4-fluorophenyl)-4-hydroxy-phenyl]methyl]phenoxy]propanoic acid ClC=1C=C(O[C@@H](C(=O)O)C)C=C(C1CC1=CC(=C(C=C1)O)C1=CC(=C(C=C1)F)Cl)Cl